N-(8-(methylamino)-5-(5-(oxetan-3-ylmethoxy)benzo[d]oxazol-2-yl)-2,7-naphthyridin-3-yl)cyclopropanecarboxamide CNC=1N=CC(=C2C=C(N=CC12)NC(=O)C1CC1)C=1OC2=C(N1)C=C(C=C2)OCC2COC2